C(C)C1=C(N=C(O1)CC)CC diethyl-ethylOxazole